2-fluoro-4-isobutyl-6-[4-(2-pyridylmethyl)-1-piperidyl]benzonitrile FC1=C(C#N)C(=CC(=C1)CC(C)C)N1CCC(CC1)CC1=NC=CC=C1